5,5-dimethyl-oxazolidin-2-one CC1(CNC(O1)=O)C